OC[C@]1(OC2=C(C1)C=C(C(=C2)N2CCC1(CC(NC1)=O)CC2)NC(=O)C=2C=NN1C2N=CC=C1)C (S)-N-(2-(hydroxymethyl)-2-methyl-6-(3-oxo-2,8-diazaspiro[4.5]decan-8-yl)-2,3-dihydrobenzofuran-5-yl)pyrazolo[1,5-a]pyrimidine-3-carboxamide